2-Bromo-3-cyano-6-fluoro-N-(1-(1-methyl-1H-pyrazol-4-yl)-1H-indazol-6-yl)benzamide BrC1=C(C(=O)NC2=CC=C3C=NN(C3=C2)C=2C=NN(C2)C)C(=CC=C1C#N)F